ClC1=CC=C(CC2(COCC2)NS(=O)(=O)C=2NC(=C(C2)C(=O)N2CC(C2)(C)C#N)C)C=C1 N-(3-(4-chlorobenzyl)tetrahydrofuran-3-yl)-4-(3-cyano-3-methylazetidine-1-carbonyl)-5-methyl-1H-pyrrole-2-sulfonamide